FC(C1=CC=C(C(=O)OC(C2=CC=C(C=C2)C(F)(F)F)=O)C=C1)(F)F 4-Trifluoromethylbenzoic anhydride